BrC1=C(C=C(C=C1)CSCC(=O)OCC)OC ethyl 2-[(4-bromo-3-methoxy-phenyl)methyl sulfanyl]acetate